(Z)-1-(4-amino-2-fluorobut-2-en-1-yl)-4-(3-(pyrrolidin-1-ylsulfonyl)phenyl)-1H-benzo[d]imidazol-6-carbonitrile Hydrochloride Cl.NC\C=C(\CN1C=NC2=C1C=C(C=C2C2=CC(=CC=C2)S(=O)(=O)N2CCCC2)C#N)/F